CC1(CCN(CC1)C1=NC(=NN1C)C=1C=C2CN(C(C2=CC1)=O)C1C(NC(CC1)=O)=O)C 3-(5-(5-(4,4-dimethylpiperidin-1-yl)-1-methyl-1H-1,2,4-triazol-3-yl)-1-oxoisoindolin-2-yl)piperidine-2,6-dione